FC(C(=O)O)(F)F.O1C2(CNCC3=C1C=CC(=N3)NC(C(F)(F)F)=O)CC2 N-(4',5'-Dihydro-3'H-spiro[cyclopropane-1,2'-pyrido[2,3-f][1,4]oxazepin]-7'-yl)-2,2,2-trifluoroacetamide trifluoroacetate